C1=CC=CC=2C3=CC=CC=C3C(C12)(C=1C=C2C=CC(=CC2=CC1)O)C=1C=C2C=CC(=CC2=CC1)O 6,6'-(9H-Fluoren-9-ylidene)bis[2-naphthalenol]